[Na+].[Na+].S(=O)(=O)([O-])C(C(=O)OCCCCCCCC)CC(=O)OCCCCCCCC.[Na+].C(CCCCCCC)OC(C(CC(=O)OCCCCCCCC)S(=O)(=O)[O-])=O.C(CCCCCCC)OC(C(CC(=O)OCCCCCCCC)S(=O)(=O)[O-])=O sodium dioctyl sulfosuccinate, disodium salt